methyl 5-(allyloxymethyl)-4-iodo-1-methyl-pyrazole-3-carboxylate C(C=C)OCC1=C(C(=NN1C)C(=O)OC)I